phosphovanadium P(=O)(=O)[V]